OC(CNC(C)C)C1=CC=C(C=C1)CNS(=O)=O N-{4-[1-hydroxy-2-(propan-2-ylamino)ethyl]Phenyl}methylsulfonamide